C(C1=CC=CC=C1)OC=1C(=CC(=NC1)OC1=C(C=C(C=C1Cl)Br)Cl)S(=O)(=O)CCCCl 5-benzyloxy-2-(4-bromo-2,6-dichloro-phenoxy)-4-(3-chloropropylsulfonyl)pyridine